[(benzophenanthrenyl)phenyl](naphthyl)anthracene tert-butyl-(2S)-2-((4-chloro-2-fluoro-6-methylphenyl)sulfonamido)-3-(6-fluoro-2,3-dimethylphenyl)butanoate C(C)(C)(C)OC([C@H](C(C)C1=C(C(=CC=C1F)C)C)NS(=O)(=O)C1=C(C=C(C=C1C)Cl)F)=O.C1(=C2C=3C=CC=CC3C3=C(C2=CC=C1)C=CC=C3)C3=C(C=CC=C3)C3=C(C1=CC2=CC=CC=C2C=C1C=C3)C3=CC=CC1=CC=CC=C31